3-piperidin-2-ylazetidin-3-ol acetate C(C)(=O)OC1(CNC1)C1NCCCC1